C1(=CC=CC=C1)C1=[O+]C2=C(C=C1)C=CC=C2 2-phenyl-1λ4-benzopyran-1-ylium